2-(1-fluoropent-4-en-2-yl)isoindoline-1,3-dione FCC(CC=C)N1C(C2=CC=CC=C2C1=O)=O